8-(((1R,3R)-3-aminocyclobutyl)amino)-6,7-dihydrospiro[cyclopenta[d]pyrazolo[1,5-a]pyrimidine-5,1'-cyclopentane]-6-yl benzoate C(C1=CC=CC=C1)(=O)OC1CC=2C(=NC=3N(C2NC2CC(C2)N)N=CC3)C13CCCC3